7',8'-dihydro-5'H-spiro[[1,3]dioxolane-2,6'-quinolin]-3'-amine N1=CC(=CC=2CC3(CCC12)OCCO3)N